C(C1=CC=CC=C1)OC=1C(=NN(C1Br)CCCF)C 4-benzyloxy-5-bromo-1-(3-fluoropropyl)-3-methyl-pyrazole